1,1,1,17,17,17-hexafluoroheptadecan-9-yl 8-((5-hydroxypentyl)(6-oxo-6-((11,11,11-trifluoroundecyl)oxy)hexyl)amino)octanoate OCCCCCN(CCCCCCCC(=O)OC(CCCCCCCC(F)(F)F)CCCCCCCC(F)(F)F)CCCCCC(OCCCCCCCCCCC(F)(F)F)=O